2-(4-chlorophenoxy)-N-(3-{[5-(4-chlorophenyl)-1,3,4-thiadiazol-2-yl]amino}bicyclo[1.1.1]pent-1-yl)acetamide ClC1=CC=C(OCC(=O)NC23CC(C2)(C3)NC=3SC(=NN3)C3=CC=C(C=C3)Cl)C=C1